ClC=1C(=NC=CC1N1C=NC(=C1)C1=NC(=NC=C1C(F)(F)F)NC1CCN(CC1)S(=O)(=O)C)N1CCOCC1 4-(1-(3-chloro-2-morpholinylpyridin-4-yl)-1H-imidazol-4-yl)-N-(1-(methylsulfonyl)piperidin-4-yl)-5-(trifluoromethyl)pyrimidin-2-amine